CN1N=C2C(=C1CCCN1C(C3=CC=CC=C3C1=O)=O)NCC2 2-[3-(2-methyl-5,6-dihydro-4H-pyrrolo[3,2-c]pyrazol-3-yl)propyl]isoindoline-1,3-dione